N[C@H]1CCC2=C(C(=C(S2)NC(=O)C2CC2)C(=O)OC)C1 methyl (5S)-5-amino-2-(cyclopropanecarbonylamino)-4,5,6,7-tetrahydrobenzothiophene-3-carboxylate